NC1=C(C(N(C2=NC(=CN=C21)NCC(CF)(CF)CF)C2=CC=C(C=C2)[C@@H](C)O)=O)C(=O)OC methyl 8-amino-5-(4-(1-(R)-hydroxyethyl)phenyl)-6-oxo-3-((2,2,2-trifluoro methylethyl)amino)-5,6-dihydropyrido[2,3-b]pyrazine-7-carboxylate